C(C)(C)(C)OC(=O)N1CC(C1)(C)C(=O)C1=CC2=C(S1)C=CC=C2 3-(benzo[b]thiophene-2-carbonyl)-3-methyl-azetidine-1-carboxylic acid tert-butyl ester